2-(4,4-difluorocyclohex-1-en-1-yl)-6-methylpyridin-4-amine FC1(CC=C(CC1)C1=NC(=CC(=C1)N)C)F